C(C)(C)(C)OC(NCCC1=NC(=C(C=C1OC)Cl)OC)=O (2-(5-chloro-3,6-dimethoxypyridin-2-yl)ethyl)carbamic acid tert-butyl ester